2-(2,2'-dimethyl-3'-(4,5,6,7-tetrahydrothiazolo[5,4-c]pyridin-2-yl)-[1,1'-biphenyl]-3-yl)-5-(hydroxymethyl)benzo[d]oxazole-7-carbonitrile CC1=C(C=CC=C1C=1OC2=C(N1)C=C(C=C2C#N)CO)C2=C(C(=CC=C2)C=2SC=1CNCCC1N2)C